1,3-Propanediamide C(CC(=O)N)(=O)N